N-((1S)-1-(1-(4-(((ethyl(methyl)amino)(methyl)(oxo)-λ6-sulfaneylidene)amino)pyridin-2-yl)-1H-1,2,4-triazol-5-yl)ethyl)-3,5-bis(trifluoromethyl)benzamide C(C)N(C)S(=O)(C)=NC1=CC(=NC=C1)N1N=CN=C1[C@H](C)NC(C1=CC(=CC(=C1)C(F)(F)F)C(F)(F)F)=O